NCCCCCCN(P(=O)(C1=CC=CC=C1)N)CCCCCCN N,N-di(6-aminohexyl)phenylphosphoryl-diamine